2,4-difluoro-6-chlorobenzoyl fluoride FC1=C(C(=O)F)C(=CC(=C1)F)Cl